BrC1=CC2=CNN=C2C(=C1)Cl 5-bromo-7-chloro-2H-indazole